C(C1=CC=CC=C1)C=1C(=NC=CC1)Cl Benzylchloropyridine